3-ethyl-3-(methoxymethyl)oxetane C(C)C1(COC1)COC